8-chloro-6-(2-fluorophenyl)-N-[2-(sulfamoylamino)ethyl]-4H-pyrazolo[1,5-a][1,4]benzodiazepine-2-carboxamide ClC=1C=CC2=C(C(=NCC=3N2N=C(C3)C(=O)NCCNS(N)(=O)=O)C3=C(C=CC=C3)F)C1